tert-butyl (3S,4S)-3-((6-(2-carbamoyl-6-cyclopropyl-7-methoxyimidazo[1,2-b]pyridazin-3-yl)-3-fluoropyridin-2-yl)amino)-4-fluoropiperidine-1-carboxylate C(N)(=O)C=1N=C2N(N=C(C(=C2)OC)C2CC2)C1C1=CC=C(C(=N1)N[C@H]1CN(CC[C@@H]1F)C(=O)OC(C)(C)C)F